4-(2,6-Dihydroxy-4-propylphenyl)-1-isopropyl-5-methylindolin-2-one OC1=C(C(=CC(=C1)CCC)O)C1=C2CC(N(C2=CC=C1C)C(C)C)=O